2-allyl-4-methyl-8-nitro-1,2,3,4-tetrahydroquinoxaline-6-carboxylic acid methyl ester COC(=O)C=1C=C2N(CC(NC2=C(C1)[N+](=O)[O-])CC=C)C